3H-imidazo[5,1-f][1,2,4]triazin-4-one N=1N2C(C(NC1)=O)=CN=C2